8-Glycidoxy-octyl-trimethoxysilane C(C1CO1)OCCCCCCCC[Si](OC)(OC)OC